OC=1C=CC2=C(SC(=C2OC2=CC=C(C=C2)/C=C/C(=O)OC)C(C2=CC=C(C=C2)O)=O)C1 Methyl (E)-3-(4-((6-hydroxy-2-(4-hydroxybenzoyl)benzo[b]thiophen-3-yl)oxy)phenyl)acrylate